C1(CC1)[C@@H]1[C@@H](N1)C(=O)N1C(C(CC1)C(=O)NC)C 1-((2R,3R)-3-cyclopropylaziridine-2-carbonyl)-N,2-dimethylpyrrolidine-3-carboxamide